C1(CC1)NC(=O)C1=CC=C(C=C1)C=1C(=CC(=C2C(C=C(OC12)C1=CC=C(C=C1)O)=O)OC)OC 8-(4-(cyclopropylcarbamoyl)phenyl)-2-(4-hydroxyphenyl)-5,7-dimethoxy-4H-chromen-4-one